7-bromo-6-hydroxy-N-methyl-1,2,3,4-tetrahydro-β-carboline BrC1=C(C=C2C=3CCN(CC3NC2=C1)C)O